C1=NC=CC2=CC=C(C=C12)[N+]#N isoquinoline-7-diazonium